NCC=1C=C(C=CC1)C=1C=C(C2=C(C(=CO2)COC2=C(C=CC(=C2)OC)CC(=O)O)C1)OCC1CC1 2-(2-((5-(3-(aminomethyl)phenyl)-7-(cyclopropylmethoxy)benzofuran-3-yl)methoxy)-4-methoxyphenyl)acetic acid